CN1N=CC(=C1)C=1C=CCCC1 5-(1-methyl-1H-pyrazol-4-yl)-1H-benzene